C(C)(C)(C)OC(=O)NC1=C(C=C(C(=O)OC(C)(C)C)C=C1)NC(CC(=O)C1=CC(=NC=C1)C#N)=O tert-Butyl 4-(tert-butoxycarbonylamino)-3-(3-(2-cyanopyridin-4-yl)-3-oxopropanamido)benzoate